3-(5-(3-((adamantan-1-yl)amino)prop-1-yn-1-yl)benzofuran-3-yl)piperidine-2,6-dione C12(CC3CC(CC(C1)C3)C2)NCC#CC=2C=CC3=C(C(=CO3)C3C(NC(CC3)=O)=O)C2